CCC/C=C/C=C/C=C/C=O decatrienal